C1CCCC12OCCCO2 6,10-dioxaspiro[4.5]decane